FC=1C=NN2C1C(=NC(=C2)C=2C=NN(C2)C)N2C([C@]([C@@H](C2)C)(C#N)C(C)C)=O (3R,4S)-1-(3-fluoro-6-(1-methyl-1H-pyrazol-4-yl)pyrazolo[1,5-a]pyrazin-4-yl)-3-isopropyl-4-methyl-2-oxopyrrolidine-3-carbonitrile